OC1=C(C(=O)C2=CC(=C(C=C2)O)O)C=CC(=C1)O 2,3',4,4'-tetrahydroxybenzophenone